(2S)-9-((2-chloro-4-((4-methylpyridin-2-yl)oxy)phenyl)(hydroxyl)methyl)-2-(ethoxymethyl)-2-methyl-1,2,4,7-tetrahydro-3H-pyrrolo[3',2':5,6]pyrido[3,4-b]pyrazin-3-one ClC1=C(C=CC(=C1)OC1=NC=CC(=C1)C)C(C1=CNC2=C1C1=C(NC([C@](N1)(C)COCC)=O)C=N2)O